furoxan ammonium salt [NH4+].O1[N+]([O-])=CC=N1